azaspiro[4.5]Decane-8-carboxylic acid (R)-benzyl ester C(C1=CC=CC=C1)OC(=O)C1CCC2(CCCN2)CC1